N,N-diethylhexadecylamine CCCCCCCCCCCCCCCCN(CC)CC